5-(5-cyclopropyl-3-(((1R,2R)-2-hydroxycyclohexyl)amino)-1,2,4-triazine-6-yl)benzothiophene-4-ol C1(CC1)C=1N=C(N=NC1C1=CC=C2C(C=CS2)=C1O)N[C@H]1[C@@H](CCCC1)O